C(C)(=O)N1[C@@H](C[C@H](C1)F)C(=O)NC(C1=CC(=CC=C1)C1=NN=CN1C(C1=CC=CC=C1)(C1=CC=CC=C1)C1=CC=CC=C1)C1=NC(=C(C=C1)C(C)C)F (2S,4R)-1-acetyl-4-fluoro-N-((6-fluoro-5-isopropylpyridin-2-yl)(3-(4-trityl-4H-1,2,4-triazol-3-yl)phenyl)methyl)pyrrolidine-2-carboxamide